CC(C)(C(CC#C)=O)C 2,2-dimethylhex-5-yn-3-one